2-(2-(3-(4-bromophenyl)-8-methyl-1,4,8-triazaspiro[4.5]dec-1,3-dien-2-yl)vinyl)-5-(quinolin-3-yl)-1,3,4-oxadiazole BrC1=CC=C(C=C1)C=1C(=NC2(N1)CCN(CC2)C)C=CC=2OC(=NN2)C=2C=NC1=CC=CC=C1C2